N=1N(N=CC1)C1=C(C#N)C=CC=N1 2-[1,2,3]triazol-2-yl-nicotinonitrile